COC1=CC=C2N=C(C=3N(C2=C1)C(=CC3C)C)C3=C(C=CC1=CC=CC=C31)P(C3=CC=CC=C3)C3=CC=CC=C3 (R)-(1-(8-methoxy-1,3-dimethylpyrrolo[1,2-a]quinoxalin-4-yl)naphthalen-2-yl)diphenylphosphine